1H-pyrazol-3-yl-tetrahydrofuran-3-ol N1N=C(C=C1)C1OCCC1O